bis-[2-(pentanesulfonyloxy)phenyl]urea C(CCCC)S(=O)(=O)OC1=C(C=CC=C1)NC(NC1=C(C=CC=C1)OS(=O)(=O)CCCCC)=O